1-[3-cyclopropyl-5-(2-methylpropylsulfamoyl)-8,9-dihydro-7H-cyclopenta[H]isoquinolin-9-yl]-3-[(2,5-dimethylpyrazol-3-yl)methyl]urea C1(CC1)C=1N=CC2=C3C(=CC(=C2C1)S(NCC(C)C)(=O)=O)CCC3NC(=O)NCC=3N(N=C(C3)C)C